CC=1N(C=CN1)CC1=CC=C(O1)C=[N+](C1=CC=CC=C1)[O-] 1-(5-((2-Methyl-1H-Imidazol-1-Yl)Methyl)Furan-2-Yl)-N-Phenylmethanimine Oxide